C(C)(=O)N1CC(C2=C(C=CC=C12)Cl)(C)CCN(C(C)=O)C N-(2-(1-acetyl-4-chloro-3-methylindolin-3-yl)ethyl)-N-methylacetamide